CNC1CCC(CC1)O (1s,4s)-4-(methylamino)cyclohexan-1-ol